FC1(CC(N2N=C(N=C21)C(=O)N[C@H]2COC1=C(N(C2=O)C)C=CC=C1)C1=CC=CC=C1)F |r| 7,7-difluoro-5-phenyl-N-[rac-(3S)-5-methyl-4-oxo-2,3-dihydro-1,5-benzoxazepine-3-yl]-5,6-dihydropyrrolo[1,2-b][1,2,4]Triazole-2-carboxamide